lauryl hydroxyl-sulfonate OS(=O)(=O)OCCCCCCCCCCCC